ClC1=C(CC2=NC3=C(N2[C@@H]2COCC2(C)C)C=C(C=C3)C(=O)O)C=C(C(=C1)C1=NC(=NC=C1)OCC1=CC=C(C=C1)Cl)C (S)-2-(2-chloro-4-(2-((4-chlorobenzyl)oxy)pyrimidin-4-yl)-5-methylbenzyl)-1-(4,4-dimethyltetrahydrofuran-3-yl)-1H-benzo[d]imidazole-6-carboxylic acid